FC1=C(C(=CC=C1)C)N1N=C2C(=CC1=O)NN=C2C2=CC=C(C=C2)N2CC(N(CC2)C)C(C)(C)O 5-(2-Fluoro-6-methylphenyl)-3-(4-(3-(2-hydroxylprop-2-yl)-4-methylpiperazin-1-yl)phenyl)-1H-pyrazolo[4,3-c]pyridazin-6(5H)-on